ON1N=NC=C1 N-hydroxytriazole